Cl.Cl.FC(C1=CC=C(C=C1)N1N=NC(=C1)C1CCNCC1)(F)F 4-(1-(4-(trifluoromethyl)phenyl)-1H-1,2,3-triazol-4-yl)piperidine dihydrochloride